C1(CC1)NCC(=O)N[C@H]1[C@@H](CCCC1)CC=1NC(C2=C(N1)C(=NN2)C(C)C)=O 2-cyclopropylamino-N-[(1R,2S)-2-(3-isopropyl-7-oxo-6,7-dihydro-1H-pyrazolo-[4,3-d]pyrimidin-5-ylmethyl)-cyclohex-1-yl]-acetamide